C(C)(C)(C)OC(=O)N1CC(C1)(OC)C1=CC(=C(C=C1)Cl)OC 3-(4-chloro-3-methoxyphenyl)-3-methoxyazetidine-1-carboxylic acid tert-butyl ester